N[C@@H](C(=O)N1[C@@H](CC1)C(=O)NCC=1C=C2C=CN=C(C2=CC1)N)CCC1=CC=CC=C1 (2S)-1-[(2R)-2-amino-4-phenylbutanoyl]-N-[(1-aminoisoquinolin-6-yl)methyl]azetidine-2-carboxamide